COC1=CC=C(C=C1)C=1C=CC=2N(C1)C=C(N2)C2=C(C=CC=C2)O 6-(4-methoxyphenyl)-2-(2'-hydroxyphenyl)imidazo[1,2-a]pyridine